COC=1C=C(C(=O)C=2C=C(C=CC2)C2=CC=C(C=C2)C=O)C=CC1N1C=NC(=C1)C 3'-(3-methoxy-4-(4-methyl-1H-imidazol-1-yl)benzoyl)-[1,1'-biphenyl]-4-carbaldehyde